1-acetyl-4-(5-((cyclopropylmethyl)(hydroxy)amino)-4-(difluoromethoxy)-2-(methylsulfonyl)phenyl)pyrrolidine-2-carboxylic acid C(C)(=O)N1C(CC(C1)C1=C(C=C(C(=C1)N(O)CC1CC1)OC(F)F)S(=O)(=O)C)C(=O)O